N1(CCC1)C=1C=C(C=CC1)N1C(=C2C(N(N=CC2=C1CC)C1=CC=NC=C1)=O)CC 6-(3-(Azetidin-1-yl)phenyl)-5,7-diethyl-2-(pyridin-4-yl)-2,6-dihydro-1H-pyrrolo[3,4-d]pyridazin-1-one